N[C@H]1CC=CC[C@H]1C(=O)O cis-6-Amino-3-cyclohexene-1-carboxylic acid